10-Fluoro-3-phenyl-5H-imidazo[1,2-c]pyrido[3,2-e][1,3]oxazine FC1=CC=NC2=C1C=1N(CO2)C(=CN1)C1=CC=CC=C1